COC=1C(=C2C(C(=NN(C2=CC1)C1=CC=C(C=C1)OC(F)(F)F)C(=O)O)=O)S(=O)(=O)C 6-methoxy-5-methylsulfonyl-4-oxo-1-[4-(trifluoromethoxy)phenyl]cinnoline-3-carboxylic acid